COC(=O)C1=C(C=2N(C=C1)N=CC2C(F)F)C#CC#CCC(C=2C(N(C=CC2)C)=O)C2=C(C=CC(=C2)F)F 3-(Difluoromethyl)-4-(6-(2,5-difluorophenyl)-6-(1-methyl-2-oxo-1,2-dihydropyridine-3-yl)hexa-1,3-diyn-1-yl)pyrazolo[1,5-a]pyridine-5-carboxylic acid methyl ester